NCCOCCOCCN1N=NC(=C1)CN1CC2=CC(=CC=C2CC1)NC1=NC=C2C(=N1)N(N=C2NC2=C(C=CC=C2C)C)C N6-(2-((1-(2-(2-(2-aminoethoxy)ethoxy)ethyl)-1H-1,2,3-triazol-4-yl)methyl)-1,2,3,4-tetrahydroisoquinolin-7-yl)-N3-(2,6-dimethylphenyl)-1-methyl-1H-pyrazolo[3,4-d]pyrimidine-3,6-diamine